monooctanoyl-lysine C(CCCCCCC)(=O)N[C@@H](CCCCN)C(=O)O